benzo[b]thiophene-6-carbonitrile S1C2=C(C=C1)C=CC(=C2)C#N